FC=1C=C(C=CC1C1CCNCC1)NC1CNCCC1 3-((3-fluoro-4-(piperidin-4-yl)phenyl)amino)piperidine